N[C@H](COC=1C=CC(=C(C(=O)NC2(CC2)C2=C3C=CC=NC3=CC(=C2)OC)C1)C)C (s)-5-(2-Aminopropoxy)-N-(1-(7-methoxyquinolin-5-yl)cyclopropyl)-2-methylbenzamide